4-methyl-2,3-dihydro-1,3-oxazol-2-imine hydrobromide Br.CC=1NC(OC1)=N